3-hydroxy-3-imidazo[1,2-a]pyridin-7-yl-butanenitrile OC(CC#N)(C)C1=CC=2N(C=C1)C=CN2